ethyl 2-(1-methyl-5-(((tetrahydro-2H-pyran-2-yl)oxy)methyl)-1H-pyrazol-4-yl)pyrimidine-5-carboxylate CN1N=CC(=C1COC1OCCCC1)C1=NC=C(C=N1)C(=O)OCC